ClC=1C=C2CN(C(N(C2=CC1Cl)C1CCN(CC1)C1CCC(CC1)C(C)C)=O)CCN1CCOCC1 6,7-dichloro-1-(1-(4-isopropylcyclohexyl)piperidin-4-yl)-3-(2-morpholinoethyl)-3,4-dihydroquinazolin-2(1H)-one